O[C@H]1[C@@H](O[C@]([C@H]1O)(CO[Si](C(C)C)(C(C)C)C(C)C)CO)N1C=2N=C(NC(C2N=C1)=O)NC(C(C)C)=O N-[9-[(2R,3R,4S,5S)-3,4-dihydroxy-5-(hydroxymethyl)-5-(triisopropylsilyloxy-methyl)tetrahydrofuran-2-yl]-6-oxo-1H-purin-2-yl]-2-methyl-propanamide